Ethyl 4-((3-chloro-4-(2-hydroxyethoxy) phenyl) amino)-7-fluoro-1H-indole-2-carboxylate ClC=1C=C(C=CC1OCCO)NC1=C2C=C(NC2=C(C=C1)F)C(=O)OCC